COC1=CC=C(C=C1)C(OC[C@]12O[C@H]([C@H](N(C1)C1=NC=CC=N1)[C@@H]2O)N2C(NC(C(=C2)C)=O)=O)(C2=CC=CC=C2)C2=CC=C(C=C2)OC 1-[(1R,3R,4R,7S)-1-[[bis(4-methoxyphenyl)-phenylmethoxy]methyl]-7-hydroxy-5-pyrimidin-2-yl-2-oxa-5-azabicyclo[2.2.1]heptane-3-yl]-5-methyl-pyrimidine-2,4-dione